B([O-])([O-])O.[PH4+].[PH4+] bisphosphonium borate